9-METHYL-4-OXO-2-THIOMORPHOLIN-4-YL-4H-PYRIDO[1,2-A]PYRIMIDINE-3-CARBALDEHYDE CC1=CC=CN2C1=NC(=C(C2=O)C=O)N2CCSCC2